(3R)-3-(4-chlorophenyl)-2-[(5-chloropyridin-2-yl)methyl]-3-(2-hydroxy-2-methylpropoxy)-6-(2-hydroxypropan-2-yl)-2,3-dihydro-1H-isoindol-1-one ClC1=CC=C(C=C1)[C@@]1(N(C(C2=CC(=CC=C12)C(C)(C)O)=O)CC1=NC=C(C=C1)Cl)OCC(C)(C)O